tert-Butyl 3-mercaptoazetidine-1-carboxylate SC1CN(C1)C(=O)OC(C)(C)C